C(C=C)C1=C(OC2=C(C=C(C(=N2)C(=O)OC)N(C(=O)OC(C)(C)C)C(=O)OC(C)(C)C)C(F)(F)F)C=CC=C1 methyl 6-(2-allylphenoxy)-3-[bis(tert-butoxycarbonyl)amino]-5-(trifluoromethyl)pyridine-2-carboxylate